N1=C(C=CC=C1)C1(CC1)NC(=O)[C@@H]1CN(CC[C@H]1NC(=O)C=1OC(=CN1)C1=C(C=C(C=C1)F)F)CC1CC1 |o1:12,17| (3R*,4R*)-1-Cyclopropylmethyl-4-{[5-(2,4-difluoro-phenyl)-oxazole-2-carbonyl]-amino}-piperidine-3-carboxylic acid (1-pyridin-2-yl-cyclopropyl)-amide